3-(2,3-Dihydropyrazolo[5,1-b]oxazol-7-yl)-N-methyl-4-(4-(trifluoromethyl)phenoxy)benzenesulfonamide O1C=2N(CC1)N=CC2C=2C=C(C=CC2OC2=CC=C(C=C2)C(F)(F)F)S(=O)(=O)NC